FC1=C(CC=2C=NN3C2N=C(N=C3C=3OC=CC3)N)C=CC=C1 8-(2-Fluorobenzyl)-4-(furan-2-yl)pyrazolo[1,5-a][1,3,5]triazin-2-amine